2-(2-((cyclopropylmethyl)amino)pyridin-4-yl)-N-(3-(difluoromethyl)-1-(1-(2-((2,6-dioxopiperidin-3-yl)amino)benzyl)piperidin-4-yl)-1H-pyrazol-4-yl)oxazole-4-carboxamide C1(CC1)CNC1=NC=CC(=C1)C=1OC=C(N1)C(=O)NC=1C(=NN(C1)C1CCN(CC1)CC1=C(C=CC=C1)NC1C(NC(CC1)=O)=O)C(F)F